(3-Acryloxypropyl)methyl-bis(trimethylsiloxy)silane ethyl-5-(pyridin-2-yl)-1,3,4-thiadiazole-2-carboxylate C(C)OC(=O)C=1SC(=NN1)C1=NC=CC=C1.C(C=C)(=O)OCCC[Si](O[Si](C)(C)C)(O[Si](C)(C)C)C